(((((1s,4s)-4-((tert-butyldimethylsilyl)oxy)cyclohexyl)methoxy)methanethioyl)amino)amine [Si](C)(C)(C(C)(C)C)OC1CCC(CC1)COC(=S)NN